BrC1=C(OCC[C@@H]2CN(CCN2)C(=O)OC(C)(C)C)C=C(C=C1)C(=O)OC |r| (±)-tert-Butyl 3-(2-(2-bromo-5-(methoxycarbonyl)phenoxy)ethyl)piperazine-1-carboxylate